C1(CC1)OC=1C(=CC2=CN(N=C2C1)[C@@H]1[C@H](C[C@@H](CC1)O)C)C(=O)NC=1C=NN2C1N=CC=C2 |o1:13,14,16| rel-6-cyclopropoxy-2-((1S,2S,4R)-4-hydroxy-2-methylcyclohexyl)-N-(pyrazolo[1,5-a]pyrimidin-3-yl)-2H-indazole-5-carboxamide